[Co]=O.[Li].[Mn].[Ni] nickel-manganese lithium cobalt oxide